(E)-2-(cyclooct-4-en-1-yloxy)ethanol-tyrosine N[C@@H](CC1=CC=C(C=C1)O)C(=O)O.C1(CC\C=C\CCC1)OCCO